C(C)(C)OC([C@@H](C)N=P(=O)OC1=C(C=CC=C1)OC1=C(C=CC=C1)Cl)=O |r| racemic-2-[(2-chloro-phenoxy)-phenoxy-phosphorylamino]propionic acid isopropyl ester